C(C)(C)(C)[Si](OC[C@H]1N(C[C@@H](C1)O)C(=O)OC(C)(C)C)(C)C (2S,4R)-tert-Butyl 2-((tert-butyldimethyl-silyloxy)methyl)-4-hydroxypyrrolidine-1-carboxylate